NC1=CC=C(C(=C1CO)F)OC (6-amino-2-fluoro-3-methoxyphenyl)methanol